4-(2-(6-(2-chloro-4-(trifluoromethyl)phenyl)-1,1-dioxido-1,2,6-thiadiazinan-2-yl)acetamido)adamantane-1-carboxamide ClC1=C(C=CC(=C1)C(F)(F)F)N1CCCN(S1(=O)=O)CC(=O)NC1C2CC3(CC(CC1C3)C2)C(=O)N